2-(4,6-dimethylpyrazolo[1,5-a]pyrazin-2-yl)-7-(1-methyl-1,2,3,6-tetrahydropyridin-4-yl)-4H-pyrido[1,2-a]pyrimidin-4-one CC=1C=2N(C=C(N1)C)N=C(C2)C=2N=C1N(C(C2)=O)C=C(C=C1)C=1CCN(CC1)C